The molecule is an omega-hydroxy-long-chain fatty acid anion resulting from the deprotonation of the carboxy group of (9Z)-16-hydroxyhexadec-9-enoic acid. The major species at pH 7.3. It is an omega-hydroxy-long-chain fatty acid anion and a monounsaturated fatty acid anion. It is a conjugate base of a (9Z)-16-hydroxyhexadec-9-enoic acid. C(CCC/C=C\\CCCCCCO)CCCC(=O)[O-]